eicosanol lactate C(C(O)C)(=O)OCCCCCCCCCCCCCCCCCCCC